N-(8,9-difluoro-6-oxo-1,4,5,6-tetrahydro-2H-pyrano[3,4-c]isoquinolin-1-yl)-N-methyl-3-(methylsulfonamido)benzamide FC=1C(=CC=2C3=C(NC(C2C1)=O)COCC3N(C(C3=CC(=CC=C3)NS(=O)(=O)C)=O)C)F